FC(C1=C(C=CC=C1)C1CCN(CC1)C(=O)C1=NN=C2N1C=CC(=C2)C(=O)N)(F)F 3-(4-(2-(trifluoromethyl)phenyl)piperidine-1-carbonyl)-[1,2,4]triazolo[4,3-a]pyridine-7-carboxamide